BrC1=C(C=CC=C1)N1CCN(CC1)C(=O)OC(C)(C)C Tert-Butyl 4-(2-bromophenyl)piperazine-1-carboxylate